6-(2,5-dihydroxy-4-sulfobenzamido)pyridine-2,5-dicarboxylic acid OC1=C(C(=O)NC2=C(C=CC(=N2)C(=O)O)C(=O)O)C=C(C(=C1)S(=O)(=O)O)O